FC1=C(C=CC(=C1)OC)/C=C/C(=O)O (E)-3-(2-fluoro-4-methoxyphenyl)acrylic acid